N1=NN=C(C=C1)S Triazinethiol